(1R,2R)-2-(3-Isopropyl-2-(2-methylpyridin-4-yl)-1H-indol-5-yl)-N-methyl-N-(piperidin-4-yl)cyclopropan-1-carboxamid C(C)(C)C1=C(NC2=CC=C(C=C12)[C@H]1[C@@H](C1)C(=O)N(C1CCNCC1)C)C1=CC(=NC=C1)C